dimethylhexyl-ethoxysilane tert-butyl-(S)-(3-(1-(6-bromo-3-(((6-fluoropyridin-2-yl)sulfonyl)carbamoyl)pyridin-2-yl)-5,5-dimethylpyrrolidin-3-yl)propyl)carbamate C(C)(C)(C)N(C(O)=O)CCC[C@@H]1CN(C(C1)(C)C)C1=NC(=CC=C1C(NS(=O)(=O)C1=NC(=CC=C1)F)=O)Br.C[Si](OCC)(CCCCCC)C